4-(3-amino-4-methyl-1H-indazol-5-yl)-N-(2-hydroxycyclohexyl)-3-methylbenzenesulfonamide NC1=NNC2=CC=C(C(=C12)C)C1=C(C=C(C=C1)S(=O)(=O)NC1C(CCCC1)O)C